8-[7-difluoromethyl-6-(1,2,3,6-tetrahydropyridin-4-yl)-3,4-dihydro-2H-quinolin-1-yl]-[1,7]Naphthyridine FC(C1=C(C=C2CCCN(C2=C1)C=1N=CC=C2C=CC=NC12)C=1CCNCC1)F